S1C2=C(C=C1)C=C(C=C2)CNC(=O)[C@@H]2CN(CCC2)C=2C1=C(N=CN2)SC(=C1)C1=CC=C(C=C1)C (S)-N-(benzo[b]thiophen-5-ylmethyl)-1-(6-(p-tolyl)thieno[2,3-d]pyrimidin-4-yl)piperidine-3-carboxamide